FC1=CC=C(C(=C1)F)F 2,4,5-trifluorobenzene